C(C)N1C2=NC(=NC(=C2N=C1CCO)N1CCCCC1)N1N=C(C(=C1)C1=CC=CC=C1)OC 2-(9-ethyl-2-(3-methoxy-4-phenyl-1H-pyrazol-1-yl)-6-(piperidin-1-yl)-9H-purin-8-yl)ethan-1-ol